(5R)-5-methyl-5,7-dihydrofuro[3,4-b]pyridine-3-carboxylic acid methyl ester COC(=O)C=1C=C2C(=NC1)CO[C@@H]2C